N-dodecylcyclohexane-1,2-diamine C(CCCCCCCCCCC)NC1C(CCCC1)N